diethyl-methyl-[3-(prop-2-enoyl-amino)propyl]ammonium chloride [Cl-].C(C)[N+](CCCNC(C=C)=O)(C)CC